NC(C(=O)OCC)CC(F)F ethyl 2-amino-4,4-difluorobutyrate